OC1(CN(C1)C(=O)N1C[C@@H]2[C@@H](OCC(N2)=O)CC1)C1=CC=C(C=C1)OC1=CC=CC=C1 (4aR,8aS)-6-[3-Hydroxy-3-(4-phenoxyphenyl)azetidine-1-carbonyl]-4,4a,5,7,8,8a-hexahydropyrido[4,3-b][1,4]oxazin-3-one